The molecule is a member of the class of piperidines that is N-propylpiperidine in which the methyl hydrogens have been replaced by hydroxy, phenyl, and 5-norbornen-2-yl groups. A muscarinic antagonist affecting both the central and peripheral nervous systems, it is used in the treatment of all forms of Parkinson's disease. It has a role as a muscarinic antagonist, a parasympatholytic, an antiparkinson drug, an antidyskinesia agent and an antidote to sarin poisoning. It is a member of piperidines, a tertiary amino compound and a tertiary alcohol. C1CCN(CC1)CCC(C2CC3CC2C=C3)(C4=CC=CC=C4)O